4-(2-amino-[1,2,4]triazolo[1,5-a]pyridin-7-yl)-5-methyl-N-(3-phenylbutyl)pyridinecarboxamide NC1=NN2C(C=C(C=C2)C2=CC(=NC=C2C)C(=O)NCCC(C)C2=CC=CC=C2)=N1